N-(9-methyl-10H-chromeno[3,2-c]pyridin-10-yl)-2-oxo-6-(trifluoromethyl)-1,2-dihydropyridine-3-carboxamide CC=1C=2C(C=3C=NC=CC3OC2C=CC1)NC(=O)C=1C(NC(=CC1)C(F)(F)F)=O